chroman-2-carboxamide O1C(CCC2=CC=CC=C12)C(=O)N